1-{[4-(1,1,1,3,3,3-Hexafluoro-2-hydroxypropan-2-yl)phenyl]carbamoyl}-5-[(methoxyethyl)sulfonyl]-1,3-dihydro-2H-isoindol FC(C(C(F)(F)F)(O)C1=CC=C(C=C1)NC(=O)C1NCC2=CC(=CC=C12)S(=O)(=O)CCOC)(F)F